5-(4-cyclopropyl-6-ethoxy-pyrimidin-5-yl)-3-[[4-[1-methyl-4-(trifluoromethyl)imidazol-2-yl]phenyl]methyl]-1H-pyrazolo[4,3-d]pyrimidine C1(CC1)C1=NC=NC(=C1C=1N=CC2=C(N1)C(=NN2)CC2=CC=C(C=C2)C=2N(C=C(N2)C(F)(F)F)C)OCC